methyl-2-hydroxy-3(2H)-furanone CC1(OC=CC1=O)O